6-[(methylamino)sulfonyl]-2-trifluoromethyl-2H-1-benzopyran-3-carboxylic acid CNS(=O)(=O)C=1C=CC2=C(C=C(C(O2)C(F)(F)F)C(=O)O)C1